C(CCCCCCCCC)NC N-decyl-methylamine